ClC=1C(=NC2=CC(=CC=C2C1)CC[C@H]1SC([C@@H]2OC(O[C@@H]21)(C)C)N2C=CC1=C2N=CN=C1Cl)N 3-chloro-7-(2-((3aS,4R,6aR)-6-(4-chloro-7H-pyrrolo[2,3-d]pyrimidin-7-yl)-2,2-dimethyltetrahydrothieno[3,4-d][1,3]dioxol-4-yl)ethyl)quinolin-2-amine